5-(4-(5-methyl-3-(trifluoromethyl)-1H-pyrazol-1-yl)benzyl)-3-(2-(trifluoromethoxy)phenyl)pyrrole CC1=CC(=NN1C1=CC=C(CC2=CC(=CN2)C2=C(C=CC=C2)OC(F)(F)F)C=C1)C(F)(F)F